(1s,4s)-4-((2-chloro-5-(2-(1-methylimidazol-4-yl)ethynyl)-4-pyridinyl)amino)cyclohexanol ClC1=NC=C(C(=C1)NC1CCC(CC1)O)C#CC=1N=CN(C1)C